Nickel Cobalt Manganese Sulfate S(=O)(=O)([O-])[O-].[Mn+2].[Co+2].[Ni+2].S(=O)(=O)([O-])[O-].S(=O)(=O)([O-])[O-]